C(C)(C)(C)CC(CC(=O)[O-])=O.C(C)(C)(C)CC(CC(=O)[O-])=O.C(C)(C)(C)CC(CC(=O)[O-])=O.[Al+3] aluminum tris(t-butylacetoacetate)